4-(2-methoxy-2-oxoethyl)-4-(nitromethyl)piperidine-1-carboxylic acid tert-butyl ester C(C)(C)(C)OC(=O)N1CCC(CC1)(C[N+](=O)[O-])CC(=O)OC